FC1=C(C=C(C=C1)C1=C(N=C(C2=CC(=CC=C12)O)C(=O)N[C@@H](CO)C(=O)O)C1CCOCC1)C (4-(4-fluoro-3-methylphenyl)-7-hydroxy-3-(tetrahydro-2H-pyran-4-yl)isoquinoline-1-carbonyl)serine